5'-bromospiro[cyclopentane-1,3'-indolin] BrC=1C=C2C3(CNC2=CC1)CCCC3